COCCN1C=NC2=CC(=CC=C2C1=O)NC(=O)NC1=CC(=CC=C1)OC 1-(3-(2-methoxyethyl)-4-oxo-3,4-dihydroquinazolin-7-yl)-3-(3-methoxyphenyl)urea